1-Pyreneethanol C1(=CC=C2C=CC3=CC=CC4=CC=C1C2=C34)CCO